3-(3-((4-benzyl-phenyl)amino)-2,5-dioxo-2,5-dihydro-1H-pyrrol-1-yl)piperidine-2,6-dione C(C1=CC=CC=C1)C1=CC=C(C=C1)NC=1C(N(C(C1)=O)C1C(NC(CC1)=O)=O)=O